(methylsulfonyl)piperidin-3-yl acetate C(C)(=O)OC1CN(CCC1)S(=O)(=O)C